C4-benzene C1=CC=CC=C1